BrC=1C2=CC=CC=C2C(=C2C=CC=CC12)C1=CC=C(C=C1)Cl 9-bromo-10-(4-chlorophenyl)-anthracene